4-hydroxyphenylpropanal OC1=CC=C(C=C1)C(C=O)C